1-((6-(2H-1,2,3-triazol-2-yl)pyridin-3-yl)methyl)-4-cyclopentylpiperazine-2,3-dione N=1N(N=CC1)C1=CC=C(C=N1)CN1C(C(N(CC1)C1CCCC1)=O)=O